OC1CC(=NC(N1)=O)N 6-hydroxy-5,6-dihydrocytosine